ClC=1C=C2C(=C(/C(/C2=CC1)=C/C1=CC=C(C=C1)OC1=CC=C(C=C1)CC)C)CC(=O)O (Z)-2-(5-chloro-1-(4-(4-ethylphenoxy)benzylidene)-2-methyl-1H-inden-3-yl)acetic acid